OC=1C=C(C=CC1)C=CC(=O)C1=CC=C(C=C1)NS(=O)(=O)C1=CC=C(C=C1)C N-[4-[3-(3-Hydroxyphenyl)prop-2-enoyl]phenyl]-4-methylbenzenesulfonamide